CC1=C(C2=C(N=N1)SC1=C2N=CN=C1NCC1=CC=C(C(=O)NC(C)C)C=C1)C 4-[[(3,4-dimethylpyrimido[4',5':4,5]thieno[2,3-c]pyridazin-8-yl)amino]methyl]-N-isopropyl-benzamide